1-phenyl-4-(4-methylphenyl)-3-butyn-2-one C1(=CC=CC=C1)CC(C#CC1=CC=C(C=C1)C)=O